ClC=1C=CC2=C(N=C(O2)C2CC3(CC(C3)NC(=O)C=3OC(=CC3)[S@@](=O)(=N)C)C2)C1 (Ra)-N-[6-(5-chloro-1,3-benzoxazol-2-yl)spiro[3.3]heptan-2-yl]-5-[(R)-methylsulfonimidoyl]furan-2-carboxamide